toluoic acid C=1(C(=CC=CC1)C(=O)O)C